4-Hydroxy-9-methyl-8-(2-(N-morpholinyl)-2-oxoethyl)-1,2-dihydro-7H-furo[3,2-f]chromen-7-one OC1=C2C(=C3C(=C(C(OC3=C1)=O)CC(=O)N1CCOCC1)C)CCO2